Methyl 3-bromo-5-[[5-[2-cyano-5-(hydroxymethyl)-4-pyridyl]-3-fluoro-2-methoxy-phenyl]sulfamoyl]-4-methoxy-benzoate BrC=1C=C(C(=O)OC)C=C(C1OC)S(NC1=C(C(=CC(=C1)C1=CC(=NC=C1CO)C#N)F)OC)(=O)=O